2-hydroxyethyl methacrylate mono-phosphate P(=O)(O)(O)O.C(C(=C)C)(=O)OCCO